C(C)P(C1=CC(=C(C=C1)NCC#C)OCOC)(CC)=O diethyl(3-(methoxymethoxy)-4-(prop-2-yn-1-ylamino)phenyl)phosphine oxide